1-(tert-butyl) 3-methyl 4-(5-bromo-2-((tert-butoxycarbonyl)amino)benzoyl)piperazine-1,3-dicarboxylate BrC=1C=CC(=C(C(=O)N2C(CN(CC2)C(=O)OC(C)(C)C)C(=O)OC)C1)NC(=O)OC(C)(C)C